5-(3-((Cyclopropyl(methyl)amino)methyl)pyrrolidin-1-yl)-N-(8-fluoro-2-methylimidazo[1,2-a]pyridin-6-yl)pyrazine-2-carboxamide C1(CC1)N(C)CC1CN(CC1)C=1N=CC(=NC1)C(=O)NC=1C=C(C=2N(C1)C=C(N2)C)F